O=C1N(CCC(N1)=O)C1=NN(C2=CC(=C(C=C12)F)C1C(CN(CC1)CC(=O)[O-])(F)F)C (4-[3-(2,4-dioxohexahydropyrimidin-1-yl)-5-fluoro-1-methyl-indazol-6-yl]-3,3-difluoro-1-piperidyl)acetate